tert-butyl (S)-(1-azido-19-((14-azido-3,6,9,12-tetraoxatetradecyl)carbamoyl)-16,21-dioxo-3,6,9,12,24,27-hexaoxa-15,20-diazanonacosan-29-yl)carbamate N(=[N+]=[N-])CCOCCOCCOCCOCCNC(CC[C@H](NC(CCOCCOCCNC(OC(C)(C)C)=O)=O)C(NCCOCCOCCOCCOCCN=[N+]=[N-])=O)=O